N-(2-amino-1-phenylethyl)carbamic acid tert-butyl ester C(C)(C)(C)OC(NC(CN)C1=CC=CC=C1)=O